Tert-butyl (3S,5R)-3-fluoro-5-[2,2,2-trifluoro-N-(1-methyl-1H-pyrazol-4-yl)acetamido]piperidine-1-carboxylate F[C@@H]1CN(C[C@@H](C1)N(C(C(F)(F)F)=O)C=1C=NN(C1)C)C(=O)OC(C)(C)C